(S)-2-(benzyloxycarbonylamino)-3-(1-methylcyclobutyl)propionic acid C(C1=CC=CC=C1)OC(=O)N[C@H](C(=O)O)CC1(CCC1)C